6-[2,6-dimethyl-5-({1-[3-(trifluoromethoxy)phenyl]-ethyl}carbamoyl)pyridin-3-yl]-N-methyl-1H-indazole-3-carboxamide CC1=NC(=C(C=C1C1=CC=C2C(=NNC2=C1)C(=O)NC)C(NC(C)C1=CC(=CC=C1)OC(F)(F)F)=O)C